O=C(CCCCCOC(C(=O)O)COCCCCCC(=O)OC(CC)CC)OC(CC)CC 2,3-bis[6-oxo-6-(3-pentyloxy)hexyloxy]propionic acid